4,4-Difluoro-1-[6-methyl-5-(trifluoromethyl)-2-pyridinyl]azepane FC1(CCN(CCC1)C1=NC(=C(C=C1)C(F)(F)F)C)F